tert-butyl (1R,2S,3S,5S)-3-((6-(2-(dimethylcarbamoyl)-5-methoxybenzofuran-6-yl)pyridazin-3-yl)(methyl)amino)-2-fluoro-8-azabicyclo[3.2.1]octane-8-carboxylate CN(C(=O)C=1OC2=C(C1)C=C(C(=C2)C2=CC=C(N=N2)N([C@@H]2[C@@H]([C@H]1CC[C@@H](C2)N1C(=O)OC(C)(C)C)F)C)OC)C